NC([C@@H](C)OC1=CC=C(C=N1)N1C(N(C2=C1C=CC=C2)CC2CCC(CC2)NC(C2=C(N=CC(=C2)Cl)C(F)F)=O)=O)=O N-((1R,4r)-4-((3-(6-(((R)-1-amino-1-oxopropan-2-yl)oxy)pyridin-3-yl)-2-oxo-2,3-dihydro-1H-benzo[d]imidazol-1-yl)methyl)cyclohexyl)-5-chloro-2-(difluoromethyl)nicotinamide